FC(CN1N=CC(=C1C)C1=C(C(=C(C=C1)B1OC(C(O1)(C)C)(C)C)F)F)F 1-(2,2-difluoroethyl)-4-[2,3-difluoro-4-(4,4,5,5-tetramethyl-1,3,2-dioxaborolan-2-yl)phenyl]-5-methyl-pyrazole